Methyl 3α-Acetoxy-6α-ethyl-7,11-diketo-5β-cholan-24-oate C(C)(=O)O[C@H]1C[C@H]2[C@H](C([C@H]3[C@@H]4CC[C@H]([C@@H](CCC(=O)OC)C)[C@]4(CC([C@@H]3[C@]2(CC1)C)=O)C)=O)CC